2-(4-ethynyl-phenyl)aniline C(#C)C1=CC=C(C=C1)C1=C(N)C=CC=C1